FC1=C(CN2C(C=3C=C(C=NC3CC2)C2=CC=3N(C=C2)N=C(N3)NC)=O)C=C(C=C1)OC(F)(F)F 6-(2-fluoro-5-(trifluoromethoxy)benzyl)-3-(2-(methylamino)-[1,2,4]triazolo[1,5-a]pyridin-7-yl)-7,8-dihydro-1,6-naphthyridin-5(6H)-one